CC=1N(C(C2=C(N1)C(=NC(=N2)N2CC(OCC2)C=2C=NN(C2)C)C2CCC(CC2)=O)=O)C 2,3-dimethyl-6-(2-(1-methyl-1H-pyrazol-4-yl)morpholino)-8-(4-oxocyclohexyl)pyrimido[5,4-d]pyrimidin-4(3H)-one